COC(=O)C=1N(C=C(C(C1OC)=O)C(=O)O)CC(OC)OC 1-(2,2-dimethoxyethyl)-1,4-dihydro-3-methoxy-4-oxo-2,5-pyridinedicarboxylic acid methyl ester